[Na+].C(N(CC(=O)[O-])CC(=O)O)CN(CC(=O)O)CC(=O)[O-].[Na+] sodium edetate sodium salt